BrC=1SC(=CN1)C(=O)OCC ethyl 2-bromothiazole-5-carboxylate